6-hydrazinyl-N-methylpyridine N(N)C1=CC=CCN1C